Cl.Cl.FC1(CC12CN(CCC2)C2C(CNCC2)F)F 1,1-Difluoro-5-(3-fluoropiperidin-4-yl)-5-azaspiro[2.5]octane dihydrochloride